4-chloro-5-fluoro-7H-pyrrolo[2,3-d]Pyridine ClC1=C2C(CCN1F)=NC=C2